(4-bromo-1,3-thiazol-2-yl)-4-(morpholin-4-yl)benzamide BrC=1N=C(SC1)C1=C(C(=O)N)C=CC(=C1)N1CCOCC1